CC1=C(C(=O)NC=2OC(=NN2)C)C=CC(=C1S(=O)(=O)C)C(F)(F)F 2-methyl-N-(5-methyl-1,3,4-oxadiazol-2-yl)-3-(methanesulfonyl)(trifluoromethyl)benzamide